3-(3-(cyclohexylmethoxy)-5-fluorophenyl)prop-2-en-1-amine C1(CCCCC1)COC=1C=C(C=C(C1)F)C=CCN